(1S)-4-[3-(difluoromethyl)-5-fluoro-phenoxy]-2,2-difluoro-7-(trifluoromethylsulfanyl)indan-1-ol FC(C=1C=C(OC2=C3CC([C@H](C3=C(C=C2)SC(F)(F)F)O)(F)F)C=C(C1)F)F